(E)-1,3-dibutyl-1-(2-(4-isobutylstyryl)-4,6-dimethoxybenzyl)urea C(CCC)N(C(=O)NCCCC)CC1=C(C=C(C=C1OC)OC)\C=C\C1=CC=C(C=C1)CC(C)C